C(CCCCCCCCCCCCCCCCC)(=O)[O-].C(CCCCCCCCCCCCCCCCC)(=O)[O-].[Mg+2] Magnesium distearate